hexyl (1R,2R)-1-((tert-butoxycarbonyl) amino)-2-ethylcyclopropane-1-carboxylate C(C)(C)(C)OC(=O)N[C@]1([C@@H](C1)CC)C(=O)OCCCCCC